CS(=O)C1=CC=CC(=N1)C1=NC(=NC(=N1)N[C@@H](C(F)(F)F)C)N[C@@H](C(F)(F)F)C 6-(6-(Methylsulfinyl)Pyridin-2-yl)-N2,N4-Bis((R)-1,1,1-Trifluoropropan-2-yl)-1,3,5-Triazine-2,4-Diamine